FC(=CCl)F 2,2-difluoro-1-chloroethylene